2-(((3S,5R)-5-methylpyrrolidin-3-yl)methoxy)-5-(methylsulfonyl)pyrazine C[C@@H]1C[C@@H](CN1)COC1=NC=C(N=C1)S(=O)(=O)C